CO[C@@H](CN(CC[C@@H](C(=O)O)NC1=NC=C(C=N1)C)CCCCC1=NC=2NCCCC2C=C1)C (S)-4-(((R)-2-methoxypropyl)(4-(5,6,7,8-tetrahydro-1,8-naphthyridin-2-yl)butyl)amino)-2-((5-methylpyrimidin-2-yl)amino)butanoic acid